N-((4-chloro-2,6-dimethylphenyl)carbamoyl)-4-(2-hydroxypropan-2-yl)furan-2-sulfonamide ClC1=CC(=C(C(=C1)C)NC(=O)NS(=O)(=O)C=1OC=C(C1)C(C)(C)O)C